C1(=CC=CC=C1)C1=C(C=C(C(=C1)C(=O)[O-])C1=CC=CC=C1)C(=O)[O-] 2,5-diphenylbenzene-1,4-dicarboxylate